[(7R,9aR)-7-(4-chlorophenyl)-1,3,4,6,7,8,9,9a-octahydropyrido[1,2-a]pyrazin-2-yl]-(4-chloro-6-methylpyridin-3-yl)methanone ClC1=CC=C(C=C1)[C@H]1CC[C@H]2N(CCN(C2)C(=O)C=2C=NC(=CC2Cl)C)C1